(R)-5-chloromethyl-2-oxazolidinone ClC[C@H]1CNC(O1)=O